1-(trans-4-cyanotetrahydro-2H-pyran-3-yl)-3-((2-hydroxy-4-methyl-2H-benzo[e][1,2]oxaborinin-6-yl)amino)-1H-pyrazole-4-carboxamide C(#N)[C@H]1[C@@H](COCC1)N1N=C(C(=C1)C(=O)N)NC=1C=CC2=C(C(=CB(O2)O)C)C1